C(C)(C)(C)OC(NCCN(C1CCCC1)C(C)C1=C(C(=CC=C1)Cl)F)=O (2-((1-(3-Chloro-2-fluorophenyl)ethyl)(cyclopentyl)amino)ethyl)carbamic acid tert-butyl ester